COC1CC2C(NC(N2)=O)CO1 6-methoxyhexahydropyrano[3,4-d]Imidazole-2(3H)-on